NC1=CC(=C2N3CCCC3CCCCC(C3=NN=C(C1=N2)O3)(O)C(F)(F)F)C(F)(F)F 19-amino-6,17-bis(trifluoromethyl)-21-oxa-3,4,15,20-tetraazatetracyclo[14.3.1.12,5.011,15]heneicosa-1(20),2,4,16,18-penta-en-6-ol